N(=N\[H])/[H] (E)-diazene